Cl.ClC=1C(=CC(=NC1)N1CC2(CCN2)C1)OC1=C(C=C(C=C1)N1N=CN(C1=O)CC1=C(C=CC=C1F)F)F 2-(4-((5-Chloro-2-(1,6-diazaspiro[3.3]heptan-6-yl)pyridin-4-yl)oxy)-3-fluorophenyl)-4-(2,6-difluorobenzyl)-2,4-dihydro-3H-1,2,4-triazol-3-one hydrochloride